BrC1=C(C=NC=C1OC)OC 4-Bromo-3,5-dimethoxy-pyridine